C(#N)N1[C@H]2[C@@H](C[C@@H]1CC2)NC(=O)[C@@H]2CC1=CN(N=C1CC2)C2=NC(=CC=C2)C2(CC2)C#N (5S)-N-((1R,2R,4S)-7-cyano-7-azabicyclo[2.2.1]heptan-2-yl)-2-(6-(1-cyanocyclopropyl)-2-pyridinyl)-4,5,6,7-tetrahydro-2H-indazole-5-carboxamide